C(C)(C)(C)OC(=O)N1CCC2(CC1)COC1=C2C=C(C(=C1)N)F.C(C)(C)(C)[Si](C)(C)OCC[C@@H]1OC(O[C@H]1C1=C(C=CC=C1)Cl)(C)C tert-butyl-(2-((4S,5S)-5-(2-chlorophenyl)-2,2-dimethyl-1,3-dioxolan-4-yl)ethoxy)dimethylsilane tert-butyl-6-amino-5-fluoro-2H-spiro[benzofuran-3,4'-piperidine]-1'-carboxylate